CC1=NNC(=C1C1=CC=C(NC(C([C@@H]2CCCC3=CC(=CC=C23)F)C2=C(N(N=C2)C)C(=O)N)=O)C=C1)C (2-[4-(3,5-dimethyl-1H-pyrazol-4-yl)anilino]-1-[(1S)-6-fluorotetralin-1-yl]-2-oxo-ethyl)-2-methyl-pyrazole-3-carboxamide